α-aminooctanedioic acid NC(C(=O)O)CCCCCC(=O)O